2-Chloro-4-(methylthio)-3-nitropyridineiomethoxide ClC1=[N+](C=CC(=C1[N+](=O)[O-])SC)C[O-]